FC(S(=O)(=O)N[C@@H]1[C@@H](N(CC12CC2)C(=O)[C@@H]2OC(C2)([2H])[2H])CC=2C(=C(C=CC2)C2=CC(=CC(=C2)F)F)F)F 1,1-difluoro-N-((6S,7S)-5-((R)-oxetane-2-carbonyl-4,4-d2)-6-((2,3',5'-trifluoro-[1,1'-biphenyl]-3-yl)methyl)-5-azaspiro[2.4]heptan-7-yl)methanesulfonamide